2-allyl-1-[6-(1-hydroxy-1-methyl-ethyl)-2-pyridinyl]-6-(1,2,3,4-tetrahydroisoquinolin-6-ylamino)pyrazolo[3,4-D]Pyrimidin-3-one C(C=C)N1N(C2=NC(=NC=C2C1=O)NC=1C=C2CCNCC2=CC1)C1=NC(=CC=C1)C(C)(C)O